C(C)(C)(C)OC(CN1C(OC2(C1=O)CCC1=C(C(=CC=C12)NC(=O)NC)F)=O)=O 2-(5-(3-Methylureido)-4-fluoro-2',4'-dioxo-2,3-dihydrospiro[indene-1,5'-oxazolidine]-3'-yl)acetic acid t-butyl ester